tert-butyl N-[(3R)-5-[(4-chlorophenyl)methyl]-8-fluoro-7-[5-(4-methyl-4-piperidyl)-1,3,4-oxadiazol-2-yl]-1,1,4-trioxo-2,3-dihydro-1λ6,5-benzothiazepin-3-yl]carbamate ClC1=CC=C(C=C1)CN1C([C@H](CS(C2=C1C=C(C(=C2)F)C=2OC(=NN2)C2(CCNCC2)C)(=O)=O)NC(OC(C)(C)C)=O)=O